5-mercapto-1,2,4-triazole SC1=NC=NN1